FC(C1=C(C=CC(=C1)C(F)(F)F)C=CC(C)=O)(F)F 4-(2,4-bis(trifluoromethyl)phenyl)but-3-en-2-one